C(C)OC1=CC=C(C=C1)C1=NN2C(CN(CC2)C(C=C)=O)=C1C1=CC=NC=C1 1-[2-(4-ethoxyphenyl)-3-(pyridin-4-yl)-6,7-dihydropyrazolo[1,5-a]pyrazin-5(4H)-yl]prop-2-en-1-one